C(C1=CC=CC=C1)C=1C=NC(=NC1)C=1CCN(CCC1)C(=O)OC(C)(C)C tert-butyl 4-(5-benzylpyrimidin-2-yl)-2,3,6,7-tetrahydro-1H-azepine-1-carboxylate